fluoro-1,2-diphenylethanone FC(C(=O)C1=CC=CC=C1)C1=CC=CC=C1